ClC=1C(=CC(=C(C1)B(O)O)C)C(F)(F)F 5-CHLORO-2-METHYL-4-(TRIFLUOROMETHYL)PHENYLBORONIC ACID